ClC=1C(=C(C=CC1)NC(=S)C1=C(CCN(C1=O)C(=O)OC(C)(C)C)NCC1=C(C=NC=C1)O[C@H](C)C1=NC=CC=C1)OC tert-butyl (R)-5-((3-chloro-2-methoxyphenyl) carbamothioyl)-6-oxo-4-(((3-(1-(pyridin-2-yl)ethoxy)pyridin-4-yl)methyl)amino)-3,6-dihydropyridine-1(2H)-carboxylate